FC=1C(=NC(=NC1)NC1=NC=C(C=C1)N1CCNCC1)C=1C=C2C=CC=NC2=C(C1)F 5-Fluoro-4-(8-fluoroquinolin-6-yl)-N-(5-(piperazin-1-yl)pyridin-2-yl)pyrimidin-2-amine